4-(4-(4-fluorophenyl)-1-(4-methoxybenzyl)-1H-1,2,3-triazol-5-yl)pyridine FC1=CC=C(C=C1)C=1N=NN(C1C1=CC=NC=C1)CC1=CC=C(C=C1)OC